dihydro-5-oxa-indeno[2,1-a]inden-10-one C1C=2C(C3=C(OC4=CC=CC=C34)C2C=CC1)=O